C(C)(C)(C)OC(=O)N1CC(C(CC1)OS(=O)(=O)C1=CC=C(C=C1)C)F 3-fluoro-4-{[(4-methylphenyl)sulfonyl]oxy}piperidine-1-carboxylic acid tert-butyl ester